OC(CCCCCCCCCCCCCCC(=O)O)CCC(CCCCCCCCC)O 16,19-Dihydroxyoctacosanoic acid